ClC1=C(C(=CC=C1)Cl)C=1OC(=C(N1)C(=O)N)NC1=CC=C(C=C1)C(=O)N1CCOCC1 2-(2,6-dichloro-phenyl)-5-[4-(morpholine-4-carbonyl)-phenylamino]-oxazole-4-carboxylic acid amide